Cl.C(CC(C)C)OC(=O)CN(C)C(N)=N creatine isopentyl ester hydrochloride